C1(=C(C=CC=C1)N1N=NC=C1)C 1-2-tolyl-1H-1,2,3-triazole